COC=1C=C(C=C(C1)N1N=CN=C1)NC1=CC2=C(C=N1)C=C(N2)C2=CC=NC=C2 N-(3-methoxy-5-(1H-1,2,4-triazol-1-yl)phenyl)-2-(pyridin-4-yl)-1H-pyrrolo[3,2-c]pyridin-6-amine